3',6'-di(piperidin-1-yl)spiro[isoindoline-1,9'-xanthen]-3-one N1(CCCCC1)C=1C=CC=2C3(C4=CC=C(C=C4OC2C1)N1CCCCC1)NC(C1=CC=CC=C13)=O